COS(=O)(=O)[O-].OCC[N+](C)(CCO)CCO tris(2-hydroxyethyl)methylammonium methyl-sulfate